C(C(C)C)C1=C(N=C(S1)CC(=O)N)C(=C)C (5-isobutyl-4-(prop-1-en-2-yl)thiazol-2-yl)acetamide